(4-chlorophenyl)-(pyridin-2-yl)-methanone ClC1=CC=C(C=C1)C(=O)C1=NC=CC=C1